BrC=1C=CC2=C(N=C(O2)N)C1 5-bromo-1,3-benzoxazol-2-amine